CC1=NC(=NO1)C1=CC=C2C(=N1)NN=C2C2=NC(=NC=C2C(F)(F)F)N[C@@H]2CNCCC2 4-[6-(5-methyl-1,2,4-oxadiazol-3-yl)-1H-pyrazolo[3,4-b]pyridin-3-yl]-N-[(3S)-3-piperidyl]-5-(trifluoromethyl)pyrimidin-2-amine